[Si](C)(C)(C(C)(C)C)OCC(C)C1=C(N=NC=C1C1=CC(=NN1)C(F)(F)F)C(=C)OCC 4-(1-((tert-butyldimethylsilyl)oxy)propan-2-yl)-3-(1-ethoxyvinyl)-5-(3-(trifluoromethyl)-1H-pyrazol-5-yl)pyridazine